2,6-difluoropyridine-4-carboxamide FC1=NC(=CC(=C1)C(=O)N)F